bicyclohexane-2,2-dinitrile C1(C(CCCC1)(C#N)C#N)C1CCCCC1